BrC1=CC(=CC(=C1)C(F)(F)F)OCC=C(C)C 1-bromo-3-((3-methylbut-2-en-1-yl)oxy)-5-(trifluoromethyl)benzene